FC1(C(C1)C(=O)NC1=NC=CC(=C1)C1=NC(=NC=C1)NC=1C=NN(C1)C1CCNCC1)F 2,2-difluoro-N-(4-(2-((1-(piperidin-4-yl)-1H-pyrazol-4-yl)amino)pyrimidin-4-yl)pyridin-2-yl)cyclopropane-1-carboxamide